C1C=C(C2=CC=CC=C12)N Indene-3-amine